N-(4-(chlorodifluoromethoxy)phenyl)-1-isopropyl-2-((methylamino)methyl)-7-(1H-pyrazol-5-yL)indoline-5-carboxamide ClC(OC1=CC=C(C=C1)NC(=O)C=1C=C2CC(N(C2=C(C1)C1=CC=NN1)C(C)C)CNC)(F)F